FC(F)N[C@@H](CCCN)C(=O)O difluoromethylornithin